CC1=C(C(N=C1/C=C\2/C(=C(C(=O)N2)C=C)C)CC3=C(C(=C(N3)/C=C\4/C(=C(C(=O)N4)C)C=C)C)CCC(=O)O)CCC(=O)O.[O-]P(=O)([O-])[O-] bilirubin phosphate